OC(CN(CCCC(=O)OCCN1CCN(CC1)CCSSCCCN(CC(CCCCCCCCCCCC)O)CC(CCCCCCCCCCCC)O)CC(CCCCCC\C=C/C\C=C/CCCCC)O)CCCCCC\C=C/C\C=C/CCCCC 2-(4-(2-((3-(Bis(2-hydroxytetradecyl)amino)propyl)disulfaneyl)ethyl)piperazin-1-yl)ethyl 4-(bis((9Z,12Z)-2-hydroxyoctadeca-9,12-dien-1-yl)amino)butanoate